C[C@]12CCC(=O)CC1CC[C@@H]3[C@@H]2CC[C@]4([C@H]3CCC4=O)C The molecule is an androstanoid that is androstane substituted by oxo groups at positions 3 and 17. It has a role as a human metabolite. It is a 3-oxo steroid, a 17-oxo steroid and an androstanoid.